C(C)(C)(C)OC(N(C)CCCCN(CCCCC)C1=C2CN(C(C2=CC=C1)=O)C1C(NC(CC1)=O)=O)=O tert-butyl(4-((2-(2,6-dioxopiperidin-3-yl)-1-oxoisoindolin-4-yl)(pentyl)amino)butyl)(methyl)carbamate